NC1=C2N=CN(C2=NC=N1)[C@H]1[C@@H]([C@@H]([C@H](O1)COP1(OCCC(O1)C1=CC(=CC=C1)F)=S)O)O 2-(((2r,3s,4r,5r)-5-(6-amino-9H-purin-9-yl)-3,4-dihydroxytetrahydrofuran-2-yl)methoxy)-4-(3-fluorophenyl)-1,3,2-dioxaphosphorinane 2-sulfide